BrC1=C(C(=C(C=O)C=C1)F)F 4-bromo-2,3-difluoro-benzaldehyde